C(C)OC(CC1C[C@@H](N(CC1)C(=O)OC(C)(C)C)C)=O (2S)-tert-Butyl 4-(2-ethoxy-2-oxoethyl)-2-methylpiperidine-1-carboxylate